tert-Butyl ((1r,4r)-4-(5,6-dihydrobenzo[f]imidazo[1,5-d][1,4]oxazepine-10-carboxamido)cyclohexyl)carbamate C=1N=CN2CCOC3=C(C21)C=C(C=C3)C(=O)NC3CCC(CC3)NC(OC(C)(C)C)=O